FC1(CC(CC1)C(=O)N1C[C@H]([C@H](C1)F)NC(C1=C(C=CC=C1F)F)=O)F N-[(3R,4S)-1-(3,3-difluorocyclopentanecarbonyl)-4-fluoropyrrolidin-3-yl]-2,6-difluorobenzamide